C1OCC2=C(C=CC=C12)SC=1N=C2C(=NC1)NC(=N2)N2CCC(CC2)(N)C 1-(5-((1,3-dihydroisobenzofuran-4-yl)thio)-1H-imidazo[4,5-b]pyrazin-2-yl)-4-methylpiperidin-4-amine